(3-((4-phenyl-[2,4'-bithiazol]-2'-yl)amino)phenyl)acetamide C1(=CC=CC=C1)C=1N=C(SC1)C=1N=C(SC1)NC=1C=C(C=CC1)CC(=O)N